(R)-2-phenylpropanoic acid C1(=CC=CC=C1)[C@H](C(=O)O)C